ClC=1C=C(C=C2CC(NC12)=O)C=1C(=NN(C1OC)C)CN(C[C@@H](C)NC)C 7-chloro-5-[5-methoxy-1-methyl-3-[[methyl-[(2R)-2-(methylamino)propyl]amino]methyl]pyrazol-4-yl]indolin-2-one